C(C)(C)(C)OCCCCCCCC octyl tertiary butyl ether